C(CCCCCCCCCCCCCCC)C(OP(=O)([O-])O)C[N+](C)(C)C hexadecyl-phosphocholine